5-bromo-3-(2-oxopropyl)-1,3-benzoxazol-2(3H)-one BrC=1C=CC2=C(N(C(O2)=O)CC(C)=O)C1